C(C=C)(=O)O.BrC=1NC=CN1 bromoimidazole acrylate